C(=O)N1CC=2NC3=CC=CC=C3C2CC1 N-formyl-1,2,3,4-tetrahydro-beta-carboline